BrC=1C=NN2C1N=C(C=C2CS(=O)C)N2[C@@H](COCC2)C (3R)-4-(3-bromo-7-((methylsulfinyl)methyl)pyrazolo[1,5-a]pyrimidin-5-yl)-3-methylmorpholine